CC=1C=C(OCCO)C=CC1 2-(3-methylphenoxy)-ethanol